benzyl (5R)-3-(benzyloxy)-2-formyl-5-methylpyrrolidine-1-carboxylate C(C1=CC=CC=C1)OC1C(N([C@@H](C1)C)C(=O)OCC1=CC=CC=C1)C=O